((3-chloro-5-fluoropyridin-2-yl)methyl)-4-(5-(5-fluoro-2-((R)-1-hydroxyethyl)pyridin-4-yl)-1H-pyrazole-3-carbonyl)-4-azaspiro[2.5]octane-7-carboxamide ClC=1C(=NC=C(C1)F)CC1CC12N(CCC(C2)C(=O)N)C(=O)C2=NNC(=C2)C2=CC(=NC=C2F)[C@@H](C)O